NCC1=CC=C(C(=O)OCCCC)C=C1 butyl 4-(aminomethyl)benzoate